(S)-2-((4-(6-((4-cyano-2-fluorobenzyl)oxy)pyridin-2-yl)-1,4-diazepan-1-yl)methyl)-1-(oxetan-2-ylmethyl)-1H-thieno[2,3-d]imidazole-5-carboxylic acid C(#N)C1=CC(=C(COC2=CC=CC(=N2)N2CCN(CCC2)CC=2N(C3=C(N2)SC(=C3)C(=O)O)C[C@H]3OCC3)C=C1)F